acryloyloxyphthalic anhydride C(C=C)(=O)OC1=C2C(C(=O)OC2=O)=CC=C1